C1C(COCCCC1)(C)C (tetramethylene-neopentylene) ether